2,3-dihydro-1H-isoindole-1-carboxamide C1(NCC2=CC=CC=C12)C(=O)N